C(C1=CC=CC=C1)C1(CC(=NO1)CNC(C1=C(C=CC(=C1)Cl)Cl)=O)C(=O)N[C@@H](CC)[B] ((1R)-1-(5-benzyl-3-((2,5-dichlorobenzamido)methyl)-4,5-dihydroisoxazole-5-carboxamido)propyl)boron